ClC1=C(C=C(C=C1)C=1C=CC=C2C=CNC(C12)=O)C(F)(F)F 8-(4-chloro-3-(trifluoromethyl)phenyl)-1-oxoisoquinolin